N-(1-(4-fluorophenyl)-2-methylpropan-2-yl)-1,2-dimethyl-1H-pyrrolo[2,3-b]pyridine-5-carboxamide FC1=CC=C(C=C1)CC(C)(C)NC(=O)C=1C=C2C(=NC1)N(C(=C2)C)C